(3s,4s)-3-[(2,4-difluoro-5-nitro-benzoyl)amino]-4-fluoropiperidine-1-carboxylic acid tert-butyl ester C(C)(C)(C)OC(=O)N1C[C@@H]([C@H](CC1)F)NC(C1=C(C=C(C(=C1)[N+](=O)[O-])F)F)=O